5-(1-adamantyl)-7-propane-2-yl-pyrazolo[1,5-a]pyrimidine-2-carboxylic acid C12(CC3CC(CC(C1)C3)C2)C2=NC=3N(C(=C2)C(C)C)N=C(C3)C(=O)O